3-(1H-imidazole-1-yl)propionic acid N1(C=NC=C1)CCC(=O)O